[Al].[Ca].[Si] silicon-calcium aluminum